(S)-4-nitrophenyl carbonate C(OC1=CC=C(C=C1)[N+](=O)[O-])([O-])=O